7,7-dimethylfuro[3,4-b]pyridin-5(7H)-one CC1(OC(C=2C1=NC=CC2)=O)C